C(CC)(=O)OC1=C2C(=CNC2=CC=C1)CCN(CC=C)CC=C 3-(2-(diallylamino) ethyl)-1H-indol-4-yl propionate